1-(1H-indol-5-yl)-N-methyl-methylamine N1C=CC2=CC(=CC=C12)CNC